5-(3-iodo-4-methoxyphenyl)oxazole-4-carboxylic acid IC=1C=C(C=CC1OC)C1=C(N=CO1)C(=O)O